methyl 5-{2-[2-(1-phenyl-1H-pyrazole-4-sulfonamido)phenyl]ethynyl}pyridine-2-carboxylate C1(=CC=CC=C1)N1N=CC(=C1)S(=O)(=O)NC1=C(C=CC=C1)C#CC=1C=CC(=NC1)C(=O)OC